CC1=C(C=C2CCCCC2=C1)NC(C)=O N-(7-methyltetralin-6-yl)acetamide